COC1=CC=C(C=C1)[C@@H](C)N1C[C@@H](CC1=O)C(=O)O (3R)-1-[(1R)-1-(4-methoxyphenyl)ethyl]-5-oxo-pyrrolidine-3-carboxylic acid